O=C1N(C=CC2=CC=NC=C12)CC=1N=C2N(C=C(C=C2)C=O)C1 2-[(1-oxo-2,7-naphthyridin-2-yl)methyl]imidazo[1,2-a]pyridine-6-carbaldehyde